4-(4-bromo-2,6-difluorophenyl)-3-methyl-1-(1-((2-(trimethylsilyl)ethoxy)methyl)-1H-benzo[d]imidazole-5-yl)azetidin-2-one 5-fluorophenyl(methyl)carbamate FC=1C=CC=C(C1)N(C(O)=O)C.BrC1=CC(=C(C(=C1)F)C1C(C(N1C1=CC2=C(N(C=N2)COCC[Si](C)(C)C)C=C1)=O)C)F